2-methyl-4-oxocyclopent-2-enyl (1R,3R)-2,2-dimethyl-3-(2-methyl prop-1-enyl)-cyclopropanecarboxylate CC1([C@@H]([C@H]1C=C(C)C)C(=O)OC1C(=CC(C1)=O)C)C